(R)-6-phenyl-3-(3-(5-(trifluoromethyl)pyridin-2-yloxy)pyrrolidin-1-yl)picolinonitrile C1(=CC=CC=C1)C1=CC=C(C(=N1)C#N)N1C[C@@H](CC1)OC1=NC=C(C=C1)C(F)(F)F